C(C1=CC=CC=C1)OC=1C=C(C2=CC=CC=C2C1)C1C(CC=2C(=NC(=NC2C1)Cl)Cl)C 7-(3-(benzyloxy)naphthalen-1-yl)-2,4-dichloro-6-methyl-5,6,7,8-tetrahydroquinazoline